5-(difluoromethoxy)-3-(difluoromethyl)pyrazole-1-carboxylic acid tert-butyl ester C(C)(C)(C)OC(=O)N1N=C(C=C1OC(F)F)C(F)F